7-trifluoromethyl-tryptophan FC(C1=C2NC=C(C[C@H](N)C(=O)O)C2=CC=C1)(F)F